ClC=1C=C(C(=C(C1)B(O)O)F)C (5-chloro-2-fluoro-3-methylphenyl)boronic acid